ClC1=NC=CC=C1N1C(N=C(C2=CC(=C(C=C12)C1CC1)C#N)NC)=O 1-(2-chloropyridin-3-yl)-7-cyclopropyl-4-(methylamino)-2-oxo-1,2-dihydro-quinazoline-6-carbonitrile